vinylpyrrolidone N,N-dimethylaminoethyl-methacrylate CN(C)CCOC(C(=C)C)=O.C(=C)N1C(CCC1)=O